1,2-bis(methoxysilyl)pentane CO[SiH2]CC(CCC)[SiH2]OC